FC1=C(COC(C)=O)C=C(C(=C1)F)F acetic acid-2,4,5-trifluorobenzyl ester